4-{4-[({3-tert-butyl-1-[3-(hydroxymethyl)phenyl]-1H-pyrazol-5-yl}-carbamoyl)-amino]-3-fluorophenoxy}-N-methylpyridine-2-carboxamide C(C)(C)(C)C1=NN(C(=C1)NC(=O)NC1=C(C=C(OC2=CC(=NC=C2)C(=O)NC)C=C1)F)C1=CC(=CC=C1)CO